CC1(C2C3C4C=CC(C3C(C1)C2)C4)C(=O)OC(C)C 8-methyl-8-isopropoxycarbonyltetracyclo[4.4.0.12,5.17,10]Dodeca-3-ene